9-fluoro-8-(5-fluoro-3-methyl-1H-indol-7-yl)-1,4,4,7-tetramethyl-5H-[1,2,4]triazolo[4,3-a]quinoxaline FC=1C(=C(C=C2NC(C=3N(C12)C(=NN3)C)(C)C)C)C=3C=C(C=C1C(=CNC31)C)F